FC1=C(C(=O)C=2C(=C(NC2C)C(=O)[O-])C)C=C(C=C1)F 4-(2,5-difluorobenzoyl)-3,5-dimethyl-1H-pyrrole-2-carboxylate